N-[5-(2,6-difluoro-4-methoxyphenyl)-1-methyl-2-[6-(4-methyl-3-oxopiperazin-1-yl)-3-(trifluoromethyl)pyridin-2-yl]-3-oxo-2,3-dihydro-1H-pyrazol-4-yl]-4-(difluoromethoxy)benzamide FC1=C(C(=CC(=C1)OC)F)C1=C(C(N(N1C)C1=NC(=CC=C1C(F)(F)F)N1CC(N(CC1)C)=O)=O)NC(C1=CC=C(C=C1)OC(F)F)=O